tert-butyl ((tert-butoxycarbonyl)oxy)(4-(1-(4-(trifluoromethoxy)phenyl)-1H-1,2,4-triazol-3-yl)benzyl)carbamate C(C)(C)(C)OC(=O)ON(C(OC(C)(C)C)=O)CC1=CC=C(C=C1)C1=NN(C=N1)C1=CC=C(C=C1)OC(F)(F)F